C1(CC1)NC(C1=CC=C(C(=O)NC2=CC(=CC=C2)C#CC2=NC=CC=C2)C=C1)=O N1-cyclopropyl-N4-(3-(pyridin-2-ylethynyl)phenyl)terephthalamide